5-((1S,5R)-1-(5-(pyrrolidin-1-ylmethyl)-1,3,4-oxadiazol-2-yl)-5-(trifluoromethyl)-3-azabicyclo[3.1.0]hex-3-yl)quinoline-8-carbonitrile N1(CCCC1)CC1=NN=C(O1)[C@@]12CN(C[C@]2(C1)C(F)(F)F)C1=C2C=CC=NC2=C(C=C1)C#N